2-(perfluorobutyl)ethyl α-chloroacrylate ClC(C(=O)OCCC(C(C(C(F)(F)F)(F)F)(F)F)(F)F)=C